CC=1SC2=C(N1)C=CC(=C2)CNS(=O)(=O)C N-((2-methylbenzo[d]thiazol-6-yl)methyl)methanesulfonamide